8-(2-chloropropyl)-4-((5-(naphthalen-1-yl)furan-2-yl)methyl)-1-thia-4,8-diazaspiro[4.5]decan-3-one ClC(CN1CCC2(N(C(CS2)=O)CC=2OC(=CC2)C2=CC=CC3=CC=CC=C23)CC1)C